C(C)(C)(C)OC(=O)N1CCC=2C=C3C(=NC2C1)C=C(N3)C3=CC(=NC(=C3)C)C.CC3=CC=CC1=C3S(C3=C1C=CC=C3C)CCCC 4,6-dimethyl-5-n-butyl-dibenzothiophene tert-Butyl-2-(2,6-dimethylpyridin-4-yl)-1,5,7,8-tetrahydro-6H-pyrrolo[3,2-b][1,7]naphthyridine-6-carboxylate